N-(2-((4R)-4-methoxypyrrolidin-2-yl)imidazo[1,2-a]pyrazin-6-yl)-1-methyl-1H-indazole-5-carboxamide trifluoroacetate FC(C(=O)O)(F)F.CO[C@@H]1CC(NC1)C=1N=C2N(C=C(N=C2)NC(=O)C=2C=C3C=NN(C3=CC2)C)C1